2-(2-{5-[(7R)-7-amino-2-azabicyclo[2.2.1]heptane-2-carbonyl]-7-methoxy-1-methyl-1H-1,3-benzodiazol-2-yl}-1-(cyclopropylmethyl)-1H-pyrrolo[2,3-b]pyridin-6-yl)benzonitrile N[C@H]1C2N(CC1CC2)C(=O)C2=CC1=C(N(C(=N1)C1=CC=3C(=NC(=CC3)C3=C(C#N)C=CC=C3)N1CC1CC1)C)C(=C2)OC